4'-((4-carbamoylpyridine-2,6-diyl)bis(1H-1,2,3-triazole-4,1-diyl))bis(2-(trifluoromethyl)benzoic acid) C(N)(=O)C1=CC(=NC(=C1)C=1N=NN(C1)C=1C(=C(C(=O)O)C=CC1)C(F)(F)F)C=1N=NN(C1)C=1C(=C(C(=O)O)C=CC1)C(F)(F)F